C(C)OCC=1C2=C(C(N(C1)CC(=O)N1CC(CC1)F)=O)C(=CS2)C2=CC(=C(C=C2)F)C(F)(F)F 7-(ethoxymethyl)-3-(4-fluoro-3-(trifluoromethyl)phenyl)-5-(2-(3-fluoropyrrolidin-1-yl)-2-oxoethyl)thieno[3,2-c]pyridin-4(5H)-one